(3,8-dicyano-4-(neopentylamino) quinolin-6-yl) carbamate C(N)(OC=1C=C2C(=C(C=NC2=C(C1)C#N)C#N)NCC(C)(C)C)=O